Cl.COC(=O)C1C2CNCC1C2 3-azabicyclo[3.1.1]Heptane-6-carboxylic acid methyl ester hydrochloride